1-(4-(7-(6-amino-3-fluoro-4-methylpyridin-2-yl)-6-chloroquinazolin-4-yl)piperazin-1-yl)prop-2-en-1-one NC1=CC(=C(C(=N1)C1=C(C=C2C(=NC=NC2=C1)N1CCN(CC1)C(C=C)=O)Cl)F)C